2-(4-(6-Chloro-3-(4-(4-chloro-3,5-dimethylphenyl)butyl)-1-(pyridin-3-ylmethyl)-7-(1,3,5-trimethyl-1H-pyrazol-4-yl)-1H-indole-2-carbonyl)piperazin-1-yl)isonicotinic Acid ClC1=CC=C2C(=C(N(C2=C1C=1C(=NN(C1C)C)C)CC=1C=NC=CC1)C(=O)N1CCN(CC1)C=1C=C(C(=O)O)C=CN1)CCCCC1=CC(=C(C(=C1)C)Cl)C